C1(CC1)[C@@H](C)NC1=NN2C(C=N1)=C(C=C2)C2=NC1=CC=CN=C1C=C2 (R)-N-(1-cyclopropylethyl)-5-(1,5-naphthyridin-2-yl)pyrrolo[2,1-f][1,2,4]triazin-2-amine